FC1(C2CN(CC12)C1=NC=CC(=C1C1=NC2=C(N1)COCC2)C2=CC=CC=C2)F 2-(2-(6,6-difluoro-3-azabicyclo[3.1.0]hexan-3-yl)-4-phenylpyridin-3-yl)-3,4,6,7-tetrahydropyrano[3,4-d]imidazole